(R)-2-methyl-N-(1-(naphthalen-1-yl)ethyl)-5-(pyridin-4-ylamino)benzamide CC1=C(C(=O)N[C@H](C)C2=CC=CC3=CC=CC=C23)C=C(C=C1)NC1=CC=NC=C1